cyclopropane-1,1-dicarboxylic acid [4-(6,7-dimethoxy-quinolin-4-yloxy)phenyl] amide (4-fluorophenyl) amide FC1=CC=C(C=C1)NC(=O)C1(CC1)C(=O)NC1=CC=C(C=C1)OC1=CC=NC2=CC(=C(C=C12)OC)OC